CSC=1CCC(N1)C1=NC=CN=C1 2-(5-(methylthio)-3,4-dihydro-2H-pyrrol-2-yl)pyrazine